C(C)C(C#C)(CC(C)CC)O 3,5-diethyl-1-hexyn-3-ol